CS(=O)(=O)C1=CC=C(OCC(C)O)C=C1 3-(4-(methylsulfonyl)phenoxy)propan-2-ol